5-(2,6-dichloro-4-nitrophenoxy)-3-isopropyl-1-(4-methylbenzenesulfonyl)indole ClC1=C(OC=2C=C3C(=CN(C3=CC2)S(=O)(=O)C2=CC=C(C=C2)C)C(C)C)C(=CC(=C1)[N+](=O)[O-])Cl